BrC1=CC(N(C=C1OC1=C(C=C(C=C1C)F)C)CC(=O)N(C)C)=O 2-(4-bromo-5-(4-fluoro-2,6-dimethylphenoxy)-2-oxopyridin-1(2H)-yl)-N,N-dimethylacetamide